N-(3-bromo-2-methylphenyl)-3-chloropropanamide BrC=1C(=C(C=CC1)NC(CCCl)=O)C